O=C1N(CCC(N1)=O)N1C(C2=CC=C(C=C2C1=O)CN1CCC(CC1)C=1OC2=C(N1)C=C(C(=C2)NC(C2=NC(=CC=C2)C(F)(F)F)=O)C(C)(C)O)=O N-(2-(1-((2-(2,4-dioxotetrahydropyrimidin-1(2H)-yl)-1,3-dioxoisoindolin-5-yl)methyl)piperidin-4-yl)-5-(2-hydroxypropane-2-yl)benzo[d]oxazol-6-yl)-6-(trifluoromethyl)picolinamide